CN1C(N(C2=NC=C(C=C21)NC2=CC=C(C=C2)N2CCC(CC2)C(F)(F)F)C)=O 1,3-dimethyl-6-((4-(4-(trifluoromethyl)piperidin-1-yl)phenyl)amino)-1,3-dihydro-2H-imidazo[4,5-b]pyridin-2-one